CN1N=CC(=C1)S(=O)(=O)NC1=CNC2=CC=C(C=C12)OCCC1=CC=C(C=C1)C(F)(F)F 1-methyl-N-(5-(4-(trifluoromethyl)phenethoxy)-1H-indol-3-yl)-1H-pyrazole-4-sulfonamide